FC=1C(=C(C=CC1F)C(C)(C)NC(=O)[C@@H]1CN[C@@H](CO1)CO)C (2S,5R)-N-(2-(3,4-difluoro-2-methylphenyl)propan-2-yl)-5-(hydroxymethyl)morpholine-2-carboxamide